N-{1-Cyclooctyl-2-oxo-2-[(2-oxospiro[1H-indole-3,4'-oxane]-6-yl)amino]ethyl}isothiazole-5-carboxamide C1(CCCCCCC1)C(C(NC1=CC=C2C(=C1)NC(C21CCOCC1)=O)=O)NC(=O)C1=CC=NS1